C(C)(=O)C=1C=C(OCC2=CC(=CO2)C(=O)O)C=CC1 5-(3-ACETYLPHENOXYMETHYL)FURAN-3-CARBOXYLIC ACID